2-[6-(ethoxycarbonyl)-1-[(2S)-2-hydroxy-2-phenylethyl]-5-methyl-2,4-dioxo-1H,2H,3H,4H-thieno[2,3-d]pyrimidin-3-yl]-2-methylpropanoic acid C(C)OC(=O)C1=C(C2=C(N(C(N(C2=O)C(C(=O)O)(C)C)=O)C[C@H](C2=CC=CC=C2)O)S1)C